ClC1=C(C=C(C=C1)NC(=O)C1=C(N=CN1C)Br)F N-(4-chloro-3-fluorophenyl)-4-bromo-1-methyl-1H-imidazole-5-carboxamide